O1C=C(NC1)CO 1,4-oxazoline-3-methanol